5-chloro-N-(5-chloro-6-(2H-1,2,3-triazol-2-yl)pyridin-3-yl)-2'-(difluoromethyl)-2,4'-Difluoro-[1,1'-biphenyl]-4-carboxamide ClC=1C(=CC(=C(C1)C1=C(C=C(C=C1)F)C(F)F)F)C(=O)NC=1C=NC(=C(C1)Cl)N1N=CC=N1